perfluorophenylimidazole potassium salt [K].FN1C(=NC(=C1F)F)C1=C(C(=C(C(=C1F)F)F)F)F